O=C1N(C(C=CN1)=O)CC1=CC=C(C(=O)O)C=C1 4-((2,6-dioxo-3,6-dihydropyrimidin-1(2H)-yl)methyl)benzoic acid